S(=O)(=O)(OCCOC(F)(F)F)[O-] trifluoromethyloxyethyl sulfate